ClC1=C(C(=CC=C1)OC)C1(CC1)C(=O)O 1-(2-chloro-6-methoxyphenyl)cyclopropane-1-carboxylic acid